2-methyl-3-vinyl-pyridine CC1=NC=CC=C1C=C